NC1=C(C(=O)NCC2=C(C=CC=C2)Cl)C=CC=C1 2-amino-N-(2-chlorobenzyl)benzamide